1-(4-Formylphenyl)spiro[3.3]heptane-2-carbonitrile C(=O)C1=CC=C(C=C1)C1C(CC12CCC2)C#N